sodium hydroxypropylmethacrylate OCCCOC(C(=C)C)=O.[Na]